7-Amino-N-(4-cyano-2-fluorophenyl)-6-iodo-1H-indole-3-sulfonamide NC=1C(=CC=C2C(=CNC12)S(=O)(=O)NC1=C(C=C(C=C1)C#N)F)I